3-Methyl-6-(2-methyl-2H-indazol-6-yl)-3,4-dihydropyridine-1(2H)-carboxylic acid tert-butyl ester C(C)(C)(C)OC(=O)N1CC(CC=C1C=1C=CC2=CN(N=C2C1)C)C